methoxy-methylpropionate COC(C(=O)[O-])(C)C